2,5-difluoro-4-nitrobenzoic acid anhydride FC1=C(C(=O)OC(C2=C(C=C(C(=C2)F)[N+](=O)[O-])F)=O)C=C(C(=C1)[N+](=O)[O-])F